(R)-(1-(4-fluorophenyl)-6-((2-methyl-2H-1,2,3-triazol-4-yl)sulfonyl)-4,4a,5,6,7,8-hexahydro-1H-pyrazolo[3,4-g]isoquinolin-4a-yl)(thiazol-4-yl)methanone FC1=CC=C(C=C1)N1N=CC2=C1C=C1CCN(C[C@]1(C2)C(=O)C=2N=CSC2)S(=O)(=O)C2=NN(N=C2)C